Cl.CNC=1C=CC=C2CCNCC12 N-methyl-1,2,3,4-tetrahydroisoquinoline-8-amine hydrochloride